12-iminoperylene N=C1CC=C2C=CC=C3C4=CC=CC5=CC=CC(C1=C32)=C54